tert-butyl (5-chloro-3-isopropylpyrazolo[1,5-a]pyrimidin-7-yl)(1-(imidazo[1,2-a]pyridin-2-yl)ethyl)carbamate ClC1=NC=2N(C(=C1)N(C(OC(C)(C)C)=O)C(C)C=1N=C3N(C=CC=C3)C1)N=CC2C(C)C